N1N=NN=C1C1=CC=2C(=NOC2)C=C1 5-(1H-tetrazol-5-yl)benzo[c]isoxazole